FC1=CC=C(C[15N]=C(C2=CC=CC=C2)C2=CC=CC=C2)C=C1 N-(4-fluorobenzyl)-1,1-diphenylmethanimine-15N